1,2-di-bromo-2,2-di-chloroethyl dimethyl phosphate P(=O)(OC(C(Cl)(Cl)Br)Br)(OC)OC